CC1CC2=C(C=NNC2=O)NC1 3-methyl-2,3,4,6-tetrahydropyrido[2,3-d]pyridazin-5(1H)-one